C(CCCCCCCC\C=C/C)CC(=O)O.O=C1N(CCC1)C(=O)N 2-oxopyrrolidine-1-carboxamide (Z)-10-Dodecenylacetate